[(4S)-1-[[3-[[(4S)-chroman-4-yl]carbamoyl]-5-fluoro-phenyl]methyl]-4-ethyl-4-isobutyl-6-oxo-hexahydropyrimidin-2-ylidene]ammonium O1CC[C@@H](C2=CC=CC=C12)NC(=O)C=1C=C(C=C(C1)F)CN1C(N[C@](CC1=O)(CC(C)C)CC)=[NH2+]